ClC=1C=C2C(=NNC2=CC1)/C=C(/C(=O)N[C@H]1[C@H]2CC[C@@H](C1)N2C#N)\C (2E)-3-(5-chloro-1H-indazol-3-yl)-N-((1R,2R,4S)-7-cyano-7-azabicyclo[2.2.1]heptan-2-yl)-2-methyl-2-propenamide